C1(CC1)C=1C2=C(C(=NC1)N)C(=NN2[C@@H]2CNCC2)C#CC2=CC(=CC(=C2)OC)OC (S)-7-cyclopropyl-3-((3,5-dimethoxyphenyl)ethynyl)-1-(pyrrolidin-3-yl)-1H-pyrazolo[4,3-c]pyridin-4-amine